phenyl-sodium sulfate S(=O)(=O)(O)O.C1(=CC=CC=C1)[Na]